C1(CC1)C1=C(C(=NO1)C1=C(C=CC=C1Cl)Cl)CO[C@H]1C[C@H](N(CC1)C1=CC=C(C=N1)C1=NOC(N1)=O)C 3-(6-((2R,4R)-4-((5-cyclopropyl-3-(2,6-dichlorophenyl)isoxazol-4-yl)methoxy)-2-methylpiperidin-1-yl)pyridin-3-yl)-1,2,4-oxadiazol-5(4H)-one